CC1(CCC=2C(=NNC2C1)C=1NC2=CC(=CC=C2C1)N(C(C(C)N1CCNCC1)=O)C)C N-(2-(6,6-dimethyl-4,5,6,7-tetrahydro-1H-indazol-3-yl)-1H-indol-6-yl)-N-methyl-2-(piperazin-1-yl)propanamide